ClC=1C=C(C=CC1)C1OP(OCC1)(=O)C1=CC=C(CN2C(=NC3=C2C=CC(=C3)C#N)NC(=O)C3=CC(=NN3CC)C)C=C1 N-(1-(4-(4-(3-chlorophenyl)-2-oxo-1,3,2-dioxaphosphorinane-2-yl)benzyl)-5-cyano-1H-benzo[d]imidazol-2-yl)-1-ethyl-3-methyl-1H-pyrazole-5-carboxamide